FC1=C(COC=2C=C3CCC(C3=CC2)=O)C=C(C=C1)F 5-((2,5-difluoro-benzyl)oxy)-2,3-dihydro-1H-inden-1-one